9-(1-((6-chloro-2-(1-methyl-1H-1,2,4-triazol-3-yl)pyridin-3-yl)amino)ethyl)-4-ethyl-7-methyl-2-(1-methylpiperidin-4-yl)-2,4-dihydro-5H-pyrazolo[3,4-c]isoquinolin-5-one ClC1=CC=C(C(=N1)C1=NN(C=N1)C)NC(C)C=1C=2C=3C(N(C(C2C=C(C1)C)=O)CC)=NN(C3)C3CCN(CC3)C